NC1=NC=2C=CC(=CC2C2=C1C(OC2)C)C(=O)N(CC2=NC=C(C=C2)C(F)(F)F)CCC2CC(C2)O 4-amino-N-(2-(3-hydroxycyclobutyl)ethyl)-3-methyl-N-((5-(trifluoromethyl)pyridin-2-yl)methyl)-1,3-dihydrofuro[3,4-c]quinoline-8-carboxamide